C(C1=CC=CC=C1)NC1=C2N=CN(C2=NC=N1)C1OC(C(C1O)O)CO 2-(6-(benzylamino)-9H-purin-9-yl)-5-(hydroxymethyl)tetrahydrofuran-3,4-diol